BrC=1N=C(N(C1)C=1C=C2CCNC(C2=CC1)=O)C 6-(4-bromo-2-methyl-imidazol-1-yl)-3,4-dihydro-2H-isoquinolin-1-one